N[C@@H](C[14C]1=CNC2=CC=CC=C12)C(=O)O |r| DL-tryptophan-3-14C